FC(OC[C@H]1O[C@@H](CN(C1)C=1C=2N(C=C(C1)S(=O)(=O)NC1(CC1)C)C(=CN2)C=2SC(=NN2)C(F)F)C)F |o1:4,6| rel-8-((2S,6R)-2-((difluoromethoxy)methyl)-6-methylmorpholino)-3-(5-(difluoromethyl)-1,3,4-thiadiazol-2-yl)-N-(1-methylcyclopropyl)imidazo[1,2-a]pyridine-6-sulfonamide